BrC1=CC=C2C(N(C(=NC2=C1)NN)COCC[Si](C)(C)C)=O 7-bromo-2-hydrazinyl-3-((2-(trimethylsilyl)ethoxy)methyl)quinazolin-4(3H)-one